3-(4-(2,2-dimethylcyclopropyl)phenyl)-1-((2-(isopropylamino)pyridin-4-yl)methyl)-5,5-dimethylimidazolidine-2,4-dione CC1(C(C1)C1=CC=C(C=C1)N1C(N(C(C1=O)(C)C)CC1=CC(=NC=C1)NC(C)C)=O)C